NC1=C2N=CN(C2=NC(=N1)C(N)=O)[C@H]1[C@@H]([C@@]([C@H](O1)COC(C(=O)O)(C(=O)O)CC1=CC=CC=C1)(O)C#C)O 2-(((2r,3s,4r,5r)-5-(6-amino-2-carbamoyl-9H-purin-9-yl)-3-ethynyl-3,4-dihydroxytetrahydrofuran-2-yl)methoxy)-2-phenylmethylmalonic acid